C(C)(C)(C)OC(=O)N1C[C@@H](CCCC1)N1C(=NC2=C1C(=C(C=C2)O[C@H]2COCC2)Cl)N (R)-3-(2-amino-7-chloro-6-(((R)-tetrahydrofuran-3-yl)oxy)-1H-benzo[d]imidazol-1-yl)azepan-1-carboxylic acid tert-butyl ester